1-ethylpropyl chloroformate ClC(=O)OC(CC)CC